C(C)(C)(C)OC(=O)N1[C@H](CC(C1)OC(C)CCCC=O)CO (2R)-2-(hydroxymethyl)-4-(Oxohexan-2-yloxy)pyrrolidine-1-carboxylic acid tert-butyl ester